ClC1=CNC2=C(C=CC=C12)N 3-chloro-1H-indol-7-amine